3,5-DIFLUORO-4-HYDROXYPHENYLBORONIC ACID FC=1C=C(C=C(C1O)F)B(O)O